CN(S(=O)(=O)C)C1=CC=C(OCC2CN(CCC2)C(=O)OC(C)(C)C)C=C1 tert-butyl 3-((4-(N-methylmethylsulfonamido)phenoxy)methyl)piperidine-1-carboxylate